FC(CN1N=CC=2C1=NC(=CN2)N2C(C1(CN(C1)C1=NC=C(C=C1)C(F)(F)F)CCC2)=O)F 6-[1-(2,2-difluoroethyl)-1H-pyrazolo[3,4-b]pyrazin-6-yl]-2-[5-(trifluoromethyl)pyridin-2-yl]-2,6-diazaspiro[3.5]nonan-5-one